ClC1=C(C=C(C=C1)NC(=O)C=1C=2CCC(C2C(=CC1)F)NS(=O)(=O)CC(C)C)F N-(4-chloro-3-fluorophenyl)-7-fluoro-1-((2-methylpropyl)sulfonamido)-2,3-dihydro-1H-indene-4-carboxamide